C(CCCCCCC)NC(OC1=NC2=CC(=CC=C2C=C1)OCCCCN1CCN(CC1)C1=CC=CC=2SC=CC21)=O 7-(4-(4-(benzo[b]thiophen-4-yl)piperazin-1-yl)butoxy)quinolin-2-yl octylcarbamate